C1(CC1)S(=O)(=O)NC1=CC(=NC=C1)[C@H](CCCN(C)C)NC(=O)C=1SC(=CN1)C1=NC(=CN=C1)OCC (S)-N-(1-(4-(cyclopropanesulphonylamino)pyridin-2-yl)-4-(dimethylamino)butyl)-5-(6-ethoxypyrazin-2-yl)thiazole-2-carboxamide